(RS)-5-ethyl-2-(4-isopropyl-4-methyl-5-oxo-2-imidazolin-2-yl)nicotinic acid C(C)C=1C=NC(=C(C(=O)O)C1)C=1NC([C@@](N1)(C)C(C)C)=O |r|